6-(2-bromoethoxy)-3-methyl-2,3-dihydro-1,3-benzoxazol-2-one BrCCOC1=CC2=C(N(C(O2)=O)C)C=C1